(±)-1-phenyl-2,3,4,5-tetrahydro-(1h)-3-benzazepine-7,8-diol hydrochloride Cl.C1(=CC=CC=C1)[C@H]1CNCCC2=C1C=C(C(=C2)O)O |r|